FC=1C=CC(=C(C1)CC(=O)OC)[C@@H]1OCCCC1 methyl (R)-2-(5-fluoro-2-(tetrahydro-2H-pyran-2-yl)phenyl)acetate